2-((1-(1-((2-(trimethylsilyl)ethoxy)methyl)-1H-imidazol-4-yl)ethyl)amino)ethan-1-ol C[Si](CCOCN1C=NC(=C1)C(C)NCCO)(C)C